C(C1=CC=CC=C1)N1CC2(C(C2C1)C1=CC=CC=C1)C=1C=C2C=NN(C2=CC1C)C1=CC=C(C=C1)F 5-(3-benzyl-6-phenyl-3-azabicyclo[3.1.0]hexan-1-yl)-1-(4-fluorophenyl)-6-methyl-1H-indazole